N-(4-chloro-2-fluoro-3-(((3-methyl-1H-pyrazolo[3,4-b]pyridin-5-yl)oxy)methyl)phenyl)-5-fluoro-2-methylpyridine-3-sulfonamide ClC1=C(C(=C(C=C1)NS(=O)(=O)C=1C(=NC=C(C1)F)C)F)COC=1C=C2C(=NC1)NN=C2C